[N+](=O)([O-])C1=C(C=CC(=C1)[N+](=O)[O-])[O-].N[N+]1=CC(=C(C=C1)NC(=O)OC(C)(C)C)C 1-amino-4-((tert-butoxycarbonyl)amino)-3-methylpyridin-1-ium 2,4-dinitrophenolate